C1(CC1)C1=NC(=CC(=C1)C1=CC(=C2C(=N1)N=C(N2)NC(=O)C2=CC=C(C=N2)CCC(=O)OCC)N(C)CC2(CCCCC2)COC)C(F)(F)F Ethyl 3-[6-({5-[2-cyclopropyl-6-(trifluoromethyl)pyridin-4-yl]-7-({[1-(methoxymethyl)cyclohexyl]methyl}(methyl)amino)-1H-imidazo[4,5-b]pyridin-2-yl} carbamoyl)pyridin-3-yl]propanoate